BrC=1C(=C(C=CC1)NC(=O)C1(N(C2=C(CN(CC2)CC(C)O[Si](C)(C)C(C)(C)C)N1)CC)[2H])C N-(3-bromo-2-methylphenyl)-5-(2-((tert-butyldimethylsilyl)oxy)propyl)-1-ethyl-4,5,6,7-tetrahydro-1H-imidazo[4,5-c]pyridine-2-carboxamide-2-d